CN(C(CNC(=S)NC1CC2=CC=CC=C2CC1)C1=CSC=C1)C 1-(2-(Dimethylamino)-2-(thiophen-3-yl)ethyl)-3-(1,2,3,4-tetrahydronaphthalen-2-yl)thiourea